N-(2-(2,6-dioxo(3-piperidyl))-1,3-dioxoisoindolin-4-yl)pentanamide iridium [Ir].O=C1NC(CCC1N1C(C2=CC=CC(=C2C1=O)NC(CCCC)=O)=O)=O